ClC=1C=C(C=C(C1)Cl)C1(CC(=NO1)NC(OC(C)(C)C)=O)C(F)(F)F tert-butyl N-[5-(3,5-dichloro-phenyl)-5-(trifluoromethyl)-4H-isoxazol-3-yl]carbamate